Methyl 1-(4-chlorobenzyl)-1H-indole-5-carboxylate ClC1=CC=C(CN2C=CC3=CC(=CC=C23)C(=O)OC)C=C1